FC(C1=CN=C2N1C=C(C=C2)C2=CNC=1N=C(N=CC12)NCC(C)(C)C)F 5-(3-(difluoromethyl)imidazo[1,2-a]pyridin-6-yl)-N-neopentyl-7H-pyrrolo[2,3-d]pyrimidin-2-amine